FC(C(CCOP(=O)(OCCC(C(F)(F)F)(C(F)(F)F)C(F)(F)F)OCCC(C(F)(F)F)(C(F)(F)F)C(F)(F)F)(C(F)(F)F)C(F)(F)F)(F)F Tris(3,3-bis(trifluoromethyl)-4,4,4-trifluorobutyl)phosphate